6-tertiary butylphenol C(C)(C)(C)C1=CC=CC=C1O